FC1=C(C2=C(CN(CO2)C(=O)OC(C)(C)C)C=C1)C1=CC(=C(C=C1)C(=O)OC)N1CCOCC1 tert-Butyl 7-fluoro-8-(4-methoxycarbonyl-3-morpholin-4-ylphenyl)-2,4-dihydro-1,3-benzoxazine-3-carboxylate